O[C@@H](CNC(=O)C1=CC(=NN1CCCCC)C(C)(C)C)C (R)-N-(2-hydroxypropyl)-3-tert-butyl-1-N-pentyl-1H-pyrazole-5-carboxamide